2-amino-6-(1-(1-ethoxyethyl)-1H-pyrazol-4-yl)-[1,2,4]triazolo[1,5-a]pyridine-5-carbonitrile NC1=NN2C(C=CC(=C2C#N)C=2C=NN(C2)C(C)OCC)=N1